CC1(C(CC(O1)=O)C1=CC=CC=C1)C 5,5-dimethyl-4-phenyldihydrofuran-2(3H)-one